C(=C)C1OCC2(CO1)COC(OC2)C=C 3,9-divinyl-2,4,8,10-tetraoxaspiro[5.5]-undecane